C1(=CC=CC=C1)P(=O)(C1=CC=CC=C1)C1=C(C=CC=C1)O.[Li] lithium 2-(diphenylphosphoryl)phenol